C(C)(=O)N1CC(C2(CC1)CCNCC2)NC(OC(C)(C)C)=O tert-butyl (3-acetyl-3,9-diazaspiro[5.5]undecane-1-yl)carbamate